COC=1C=NC2=C3N=CC(=CC3=CC=C2C1)OC 3,8-dimethoxy-1,10-phenanthroline